C1(CCCCCC1)NC(COC1=CC=C2C=CC(=CC2=C1)C(CC(=O)O)C1=C(C2=C(N(N=N2)CC)C=C1)C)=O 3-(7-(2-(cycloheptylamino)-2-oxoethoxy)naphthalen-2-yl)-3-(1-ethyl-4-methyl-1H-benzo[d][1,2,3]triazol-5-yl)propanoic acid